methyl (3-formyl-1H-indol-1-yl)tetradecanoate C(=O)C1=CN(C2=CC=CC=C12)C(C(=O)OC)CCCCCCCCCCCC